C1(CC1)C1=C(C(=NO1)C1=C(C=CC=C1Cl)Cl)CO[C@H]1[C@@H]2C(N([C@H](C1)C2)C=2C=NC(=NC2)C(=O)O)=O 5-[(1s,4r,5r)-5-{[5-cyclopropyl-3-(2,6-dichlorophenyl)-1,2-oxazol-4-yl]methoxy}-3-oxo-2-azabicyclo[2.2.1]heptan-2-yl]pyrimidine-2-carboxylic acid